BrC=1N=C(N(N1)C1=CC=C(C=C1)OC(F)(F)F)N=CN(C)C N'-[5-Bromo-2-[4-(trifluoromethoxy)phenyl]-1,2,4-triazol-3-yl]-N,N-dimethyl-formamidin